C(CCC)N1C=C(C2=CC=CC=C12)C(=O)C1=CC=CC2=CC=CC=C12 1-butyl-3-(1-naphthoyl)indole